potassium 9-(3,5-xylyl)octadecanol C1(=CC(=CC(=C1)C)C)C(CCCCCCCCO)CCCCCCCCC.[K]